5-(2-tert-butyl-5-phenyl-3H-imidazol-4-yl)-3-cyclopropylmethyl-3H-imidazo[4,5-b]pyridin-2-ylamine mesylate S(C)(=O)(=O)O.C(C)(C)(C)C1=NC(=C(N1)C1=CC=C2C(=N1)N(C(=N2)N)CC2CC2)C2=CC=CC=C2